phenylisoquinoline-5-sulfonate C1(=CC=CC=C1)OS(=O)(=O)C=1C=2C=CN=CC2C=CC1